5-(thiophen-3-yl)-2-aminobenzoxazole S1C=C(C=C1)C=1C=CC2=C(N=C(O2)N)C1